rel-(2s,3r,5s)-3-(4-fluoro-2-methoxyphenyl)-5-methyl-N-(2-(methylsulfonyl)pyridin-4-yl)-5-(trifluoromethyl)tetrahydrofuran-2-carboxamide FC1=CC(=C(C=C1)[C@@H]1[C@H](O[C@@](C1)(C(F)(F)F)C)C(=O)NC1=CC(=NC=C1)S(=O)(=O)C)OC |o1:7,8,10|